ClC=1C=C(C=CC1)C1=NC(=NC(=N1)NC(C)C)NC1=CC=NC=C1 (3-chlorophenyl)-N2-isopropyl-N4-(pyridin-4-yl)-1,3,5-triazine-2,4-diamine